FC1=CC=C(C2=CC=CC=C12)C#CC1=CN(C2=NC=C(C=C21)NC(C=C)=O)C N-(3-((4-Fluoronaphthalen-1-yl)ethynyl)-1-methyl-1H-pyrrolo[2,3-b]pyridin-5-yl)acrylamide